1-(4-((4-((5-(2,3-dihydrothieno[3,4-b][1,4]dioxin-5-yl)-2-methoxyphenyl)amino)-7-methoxy-quinazolin-6-yl)oxy)piperidin-1-yl)prop-2-en-1-one O1C=2C(OCC1)=C(SC2)C=2C=CC(=C(C2)NC2=NC=NC1=CC(=C(C=C21)OC2CCN(CC2)C(C=C)=O)OC)OC